((2R,3S,4R,5S)-5-(4-aminopyrrolo[2,1-f][1,2,4]triazin-7-yl)-2-cyano-3,4-dihydroxytetrahydrofuran-2-yl)methyl isopropyl (4-nitrophenyl) phosphate P(=O)(OC[C@]1(O[C@H]([C@@H]([C@@H]1O)O)C1=CC=C2C(=NC=NN21)N)C#N)(OC(C)C)OC2=CC=C(C=C2)[N+](=O)[O-]